F[C@@H]1CN(CC[C@H]1N(C(=O)NC=1C(N(C=C(C1)C(F)(F)F)C)=O)C)C=1C=C2C(=NC1)NN=C2OC2CCOCC2 1-((3R,4R)-3-fluoro-1-(3-((tetrahydro-2H-pyran-4-yl)oxy)-1H-pyrazolo[3,4-b]pyridin-5-yl)piperidin-4-yl)-1-methyl-3-(1-methyl-2-oxo-5-(trifluoromethyl)-1,2-dihydropyridin-3-yl)urea